CSC1=NC=C2C(=N1)NN=C2O 6-(methylthio)-1H-pyrazolo[3,4-d]pyrimidin-3-ol